N1=C(C=CC=C1)C=1C=C(C=CC1)CN (3-(pyridin-2-yl)phenyl)methylamine